S-(8-methyl-8-azabicyclo[3.2.1]octane-3-yl) dithiocarbonate C(SC1CC2CCC(C1)N2C)([O-])=S